N-(3,5-dichloro-4-((4'-chloro-2'-oxospiro[cyclopropane-1,3'-indolin]-5'-yl)oxy)phenyl)-5-oxo-4,5-dihydro-1,2,4-oxadiazole-3-carboxamide ClC=1C=C(C=C(C1OC=1C(=C2C3(C(NC2=CC1)=O)CC3)Cl)Cl)NC(=O)C3=NOC(N3)=O